9-(trifluoromethyl)-4H-chromeno[4,3-d]thiazol-2-amine FC(C=1C2=C(C=CC1)OCC1=C2N=C(S1)N)(F)F